N1(C=NC=C1)C(=O)OCC1CC(C1)C(C)C (3-isopropylcyclobutyl)methyl 1H-imidazole-1-carboxylate